ClC1=C(C=C(C=C1)S(=O)(=O)NC=1C(=NC=C(C1)Cl)C(=O)N1CCOC2=C1C=CC=C2F)C(F)(F)F 4-Chloro-N-[5-chloro-2-(8-fluoro-2,3-dihydro-benzo[1,4]oxazine-4-carbonyl)-pyridin-3-yl]-3-trifluoromethyl-benzenesulfonamide